COC1=CC(=C(C=C1OC)CCCCCCCCCC[P+](C1=CC=CC=C1)(C1=CC=CC=C1)C1=CC=CC=C1)C.C(=O)[O-] Formic acid, (10-(4,5-dimethoxy-2-methylphenyl)decyl)triphenylphosphonium salt